ClC1=NC=NC2=CC(=C(C=C12)OC)OCCCCl 4-chloro-7-(3-chloropropoxy)-6-methoxyquinazoline